C(#N)C=1C=C(C=CC1N1CCCC1)C1=CC(C(=CN1C1=CC2=C(N=C(O2)N2[C@@H](CCC2)C)C=C1)C(=O)O)=O (R)-6-(3-cyano-4-(pyrrolidin-1-yl)phenyl)-1-(2-(2-methylpyrrolidin-1-yl)benzo[d]oxazole-6-yl)-4-oxo-1,4-dihydropyridine-3-carboxylic acid